N-((2-(2,6-dioxopiperidin-3-yl)-1-oxoisoindolin-5-yl)methyl)-6-fluoro-8-methyl-2H-chromene-3-carboxamide O=C1NC(CCC1N1C(C2=CC=C(C=C2C1)CNC(=O)C=1COC2=C(C=C(C=C2C1)F)C)=O)=O